(R)-1-acetylpiperidine-2-carboxylic acid C(C)(=O)N1[C@H](CCCC1)C(=O)O